C(C)(C)(C)OC(=O)C1=NC(=CC=C1C1=C(C(=CC=C1)N(C)C(=O)C1CCCCC1)C)N1CC2=C(C=CC=C2CC1)C(NC=1SC2=C(N1)C=CC=C2)=O 6-[8-(1,3-benzothiazol-2-ylcarbamoyl)-3,4-dihydroisoquinolin-2(1H)-yl]-3-{3-[(cyclohexylcarbonyl)(methyl)amino]-2-methylphenyl}pyridine-2-carboxylic acid tert-butyl ester